[8-[2-amino-5-(2,2-dimethylpropylsulfonyl)-3-pyridyl]-3,8-diazabicyclo[3.2.1]octan-3-yl]-(2-chloro-4-fluoro-phenyl)methanone NC1=NC=C(C=C1N1C2CN(CC1CC2)C(=O)C2=C(C=C(C=C2)F)Cl)S(=O)(=O)CC(C)(C)C